3-hydroxy-butyric acid sodium salt [Na+].OC(CC(=O)[O-])C